pentane-1,2,4-triamine C(C(CC(C)N)N)N